(4,5-dihydrothieno[2,3-c]pyridin-7-yl)methylamine S1C=CC2=C1C(=NCC2)CN